2-(4-((1-acetyl-3-oxoindolin-2-ylidene)methyl)-2-fluorophenoxy)-acetamide C(C)(=O)N1C(C(C2=CC=CC=C12)=O)=CC1=CC(=C(OCC(=O)N)C=C1)F